BrC(CO)C(CO)Br 2,3-dibromo-1,4-butylene glycol